6-((1S,4S)-2,5-diazabicyclo[2.2.1]heptan-2-yl)-4-((3-chloro-4-(difluoromethoxy)-2-fluorophenyl)amino)-7-fluoro-1,5-naphthyridine-3-carbonitrile [C@@H]12N(C[C@@H](NC1)C2)C=2N=C1C(=C(C=NC1=CC2F)C#N)NC2=C(C(=C(C=C2)OC(F)F)Cl)F